2-Oxo-3-(propan-2-ylidene)indoline-5-sulfonyl chloride O=C1NC2=CC=C(C=C2C1=C(C)C)S(=O)(=O)Cl